1-chloro-4-(cyclopropyloxy)benzene ClC1=CC=C(C=C1)OC1CC1